6-[tetrahydrofuran-3-yl]oxy-3H-imidazo[4,5-b]pyridin-2-one O1CC(CC1)OC=1C=C2C(=NC1)NC(N2)=O